ClC1=CC=C(OCC2=NN=C(S2)C2=C(C(=O)N)C(=CC(=N2)C2CC2)C2=C(C=CC=C2)OC)C=C1 (5-((4-chlorophenoxy)methyl)-1,3,4-thiadiazol-2-yl)-6-cyclopropyl-4-(2-methoxyphenyl)nicotinamide